ClC=1C=C2N=CC(=NC2=CC1)C1=CC=C(C=C1)NC1=NC=CN=C1 N-(4-(6-chloroquinoxalin-2-yl)phenyl)pyrazin-2-amine